2-amino-5-chloro-1-(5-hydroxy-2,4-dimethylpyridin-3-yl)-1H-pyrrolo[2,3-b]pyridine-3-carbonitrile NC1=C(C=2C(=NC=C(C2)Cl)N1C=1C(=NC=C(C1C)O)C)C#N